ClC=1C=NC(=NC1)N1CCC(CC1)CCCOC1=CC(=C(C=C1)CC(=O)N1CC(C1)CN1C[C@@H]([C@@H](C1)O)O)F |r| 4-[3-[1-(5-chloropyrimidin-2-yl)-4-piperidyl]propoxy]-2-fluoro-phenyl-1-[3-[[rac-(3S,4R)-3,4-dihydroxypyrrolidin-1-yl]methyl]azetidin-1-yl]ethanone